FC1=CC=CC=2C=C(OC21)C(C)=O 1-(7-fluoro-1-benzofuran-2-yl)ethan-1-one